ClC1=NC(=CC(=C1[N+](=O)[O-])OC)Cl 2,6-dichloro-4-Methoxy-3-nitropyridine